4-(4-chloro-3-(cyclopropylmethoxy)phenoxy)-1H-1,2,3-triazole-5-carboxylic acid ClC1=C(C=C(OC=2N=NNC2C(=O)O)C=C1)OCC1CC1